3-bromo-6-(ethylsulfonyl)-2-methoxypyridine BrC=1C(=NC(=CC1)S(=O)(=O)CC)OC